4-amino-7-(2-((2-((3-chloro-2-fluorobenzyl)amino)-2-oxoethyl)(isopropyl)amino)-2-oxoethyl)-7H-pyrrolo[2,3-d]pyrimidine-5-carboxamide NC=1C2=C(N=CN1)N(C=C2C(=O)N)CC(=O)N(C(C)C)CC(=O)NCC2=C(C(=CC=C2)Cl)F